(4-(isopropylamino)-6-(phenylamino)-1,3,5-triazin-2-yl)pyridin-2-ol Hexamethylenebis[3-(3,5-di-tert-butyl-4-hydroxyphenyl)propionate] C(C)(C)(C)C=1C=C(C=C(C1O)C(C)(C)C)CC(C(=O)O)CCCCCCC(C(=O)O)CC1=CC(=C(C(=C1)C(C)(C)C)O)C(C)(C)C.C(C)(C)NC1=NC(=NC(=N1)NC1=CC=CC=C1)C=1C(=NC=CC1)O